4-(2-(2-thia-6-azaspiro[3.3]heptan-6-yl)ethoxy)-2-chlorobenzaldehyde C1SCC12CN(C2)CCOC2=CC(=C(C=O)C=C2)Cl